C(C)(C)(C)OC(N(C)CC1=C(C(=CC=C1)NC(=O)C1=NC(=CN=C1N)Br)O)=O.BrC1=CC(=C(C=C1)S(=O)(=O)N(CC1=CC=C(C=C1)OC)CC1=CC=C(C=C1)OC)F 4-bromo-2-fluoro-N,N-bis(4-methoxybenzyl)benzenesulfonamide tert-butyl-N-[[3-[(3-amino-6-bromo-pyrazine-2-carbonyl)amino]-2-hydroxyphenyl]methyl]-N-methyl-carbamate